C(C)(=O)O[C@@H]1[C@H]([C@@H](O[C@@H]([C@H]1OC(C)=O)COC(C)=O)N=[N+]=[N-])F 3,4,6-tri-O-acetyl-2-deoxy-2-fluoro-beta-D-glucopyranosyl azide